3,5-dimethyl-dibromohydantoin CN1C(N(C(C1=O)(C)Br)Br)=O